COC1=CC=C(C=C1)/C(/C(=O)OCC)=C\C(=O)OCC (E)-Diethyl 2-(4-methoxyphenyl)fumarate